benzenepentaformic acid Adenosin-5'-phosphate P(=O)(O)(O)OC[C@@H]1[C@H]([C@H]([C@@H](O1)N1C=NC=2C(N)=NC=NC12)O)O.C1(=C(C(=C(C(=C1)C(=O)O)C(=O)O)C(=O)O)C(=O)O)C(=O)O